C(C)N1C(NC2=CC(=C(C=C2C1=S)C#N)CO)=O 3-ethyl-7-(hydroxymethyl)-2-oxo-4-thioxo-1,2,3,4-tetrahydroquinazoline-6-carbonitrile